C(C)(C)(C)P(N1C=CC2=CC(=CC=C12)OC)Cl 1-(tert-butylchlorophosphino)-5-methoxy-1H-indole